5-(6-(4-(2-Methoxybenzyl)piperazin-1-yl)pyridin-3-yl)-7-(1-methyl-1H-pyrazol-4-yl)quinoline COC1=C(CN2CCN(CC2)C2=CC=C(C=N2)C2=C3C=CC=NC3=CC(=C2)C=2C=NN(C2)C)C=CC=C1